(2-(4-chlorophenoxy)ethyl)-9H-purin-6-amine ClC1=CC=C(OCCC2=NC(=C3N=CNC3=N2)N)C=C1